2-hexyl-2-methyl-4-methylenetetrahydro-2H-pyran C(CCCCC)C1(OCCC(C1)=C)C